4'-chloro-(1,1'-biphenyl) ClC1=CC=C(C=C1)C1=CC=CC=C1